6-hydroxy-4-(6-(4-(4-(methylthio)benzyl)piperazin-1-yl)pyridin-3-yl)pyrazolo[1,5-a]pyridine-3-carbonitrile OC=1C=C(C=2N(C1)N=CC2C#N)C=2C=NC(=CC2)N2CCN(CC2)CC2=CC=C(C=C2)SC